2-(((1r,4r)-4-((2-cyclopropylethyl)(2-(2,6-dioxopiperidin-3-yl)-1-oxoisoindolin-4-yl)amino)cyclohexyl)amino)-N,N-diethylacetamide C1(CC1)CCN(C1CCC(CC1)NCC(=O)N(CC)CC)C1=C2CN(C(C2=CC=C1)=O)C1C(NC(CC1)=O)=O